(R)-2-(methyl((1S,3S)-3-(4-(5,6,7,8-tetrahydro-1,8-naphthyridin-2-yl)butoxy)cyclopentyl)amino)-2-((R)-1-methylisochroman-8-yl)acetic acid CN([C@@H](C(=O)O)C=1C=CC=C2CCO[C@@H](C12)C)[C@@H]1C[C@H](CC1)OCCCCC1=NC=2NCCCC2C=C1